Cl.CN methylamine hydrochloric acid salt